C(C)(C)(C)OC(=O)N1CC(C1)(C)COC=1C(=C2C(=NC1)CCO2)C2=CC(=NN2)N 3-({[7-(3-amino-1H-pyrazol-5-yl)-2,3-dihydrofuro[3,2-b]pyridin-6-yl]oxy}methyl)-3-methylazetidine-1-carboxylic acid tert-butyl ester